2-amino-5-chloro-3-methylbenzoic acid NC1=C(C(=O)O)C=C(C=C1C)Cl